6-bromo-5-(2,4-difluorophenoxy)-1-(ethylsulfonyl)-1H-indazole BrC1=C(C=C2C=NN(C2=C1)S(=O)(=O)CC)OC1=C(C=C(C=C1)F)F